N-(3,3-difluoropiperidin-4-yl)-2-methyl-5-((2-(trifluoromethyl)pyridin-3-yl)methoxy)benzofuran-3-carboxamide FC1(CNCCC1NC(=O)C1=C(OC2=C1C=C(C=C2)OCC=2C(=NC=CC2)C(F)(F)F)C)F